CC(C)OC1=NC(=NC(=C1C(F)(F)F)OC(C)C)C1=CC=NC=C1 4,6-bis(1-methylethoxy)-2-(4-pyridyl)-5-trifluoromethylpyrimidine